ClC=C=CCl 1,3-dichloropropeneene